N1=CC=C2N1CCCN2C=2C=NC=1CCN(CC1C2)C2=C(C=C(N=N2)C(=O)NC2CN(C2)CC(F)(F)F)C 6-(3-(6,7-dihydropyrazolo[1,5-a]pyrimidin-4(5H)-yl)-7,8-dihydro-1,6-naphthyridin-6(5H)-yl)-5-methyl-N-(1-(2,2,2-trifluoroethyl)azetidin-3-yl)pyridazine-3-carboxamide